1,1,1-trifluoro-3-((4-methoxybenzyl)oxy)propan-2-yl 4-(7-fluoro-4,5-dihydropyrazolo[1,5-a]quinolin-2-yl-3-d)piperidine-1-carboxylate FC=1C=C2CCC=3N(C2=CC1)N=C(C3[2H])C3CCN(CC3)C(=O)OC(C(F)(F)F)COCC3=CC=C(C=C3)OC